N-(4-(furan-3-yl)-5-methylpyrimidin-2-yl)-1-((4-(trifluoromethyl)phenyl)sulfonyl)indol-5-amine O1C=C(C=C1)C1=NC(=NC=C1C)NC=1C=C2C=CN(C2=CC1)S(=O)(=O)C1=CC=C(C=C1)C(F)(F)F